N,4-dimethyl-6-(4-(thiazol-5-yl)phenoxy)pyridin-3-amine CNC=1C=NC(=CC1C)OC1=CC=C(C=C1)C1=CN=CS1